4-(6-((4-chloro-2-fluorobenzyl)oxy)pyridine-2-yl)piperidine-1-formic acid tert-butyl ester C(C)(C)(C)OC(=O)N1CCC(CC1)C1=NC(=CC=C1)OCC1=C(C=C(C=C1)Cl)F